N-(4-((1R,3R)-2-(3-(fluoromethyl)bicyclo[1.1.1]pentan-1-yl)-3-methyl-2,3,4,9-tetrahydro-1H-pyrido[3,4-b]indol-1-yl)phenyl)-1-(3-fluoropropyl)azetidin-3-amine FCC12CC(C1)(C2)N2[C@@H](C=1NC3=CC=CC=C3C1C[C@H]2C)C2=CC=C(C=C2)NC2CN(C2)CCCF